CN(C)CC1CN(CCC1)C(CNC(=O)C1=CC2=C(N(C(=N2)NC=2SC3=C(N2)C=CC(=C3)Cl)C)C=C1)=O 2-(6-Chloro-benzothiazol-2-ylamino)-1-methyl-1H-benzoimidazole-5-carboxylic acid [2-(3-dimethylaminomethyl-piperidin-1-yl)-2-oxo-ethyl]-amide